C(=C)C1=C(C=CC=C1)C=C divinyl-benzol